C(C)(C)(C)OC(NC1CCC(CC1)N1N=C2C=C(C(=CC2=C1)[N+](=O)[O-])OC)=O ((1r,4r)-4-(6-methoxy-5-nitro-2H-indazol-2-yl)cyclohexyl)carbamic acid tert-butyl ester